ClC=1C=C2C=C(COC2=CC1C)C(=O)N 6-chloro-7-methyl-2H-chromene-3-carboxamide